CC1=NC(=NC=2N([C@H](C(N(C12)C)=O)C)C)NCC=1C=NN(C1)CC1=C(C=C(C(=C1)F)F)F (7S)-4,5,7,8-tetramethyl-2-(((1-(2,4,5-trifluorobenzyl)-1H-pyrazol-4-yl)methyl)amino)-7,8-dihydropteridin-6(5H)-one